ClC1=C(C=CC=C1)N1C(N=C(C2=CC=C(C=C12)C1CC1)N[C@@H]1[C@@H](C1)F)=O 1-(2-Chlorophenyl)-7-cyclopropyl-4-(((1S,2R)-2-fluorocyclopropyl)amino)quinazolin-2(1H)-one